S(=O)(CC1=CC=C(C=C1)O)CC1=CC=C(C=C1)O 4,4'-[sulfinyl-bis(methylene)]diphenol